BrC=1C=NC(=NC1)NC(C(=O)O)CCN(CCCCC1=NC=2NCCCC2C=C1)C[C@@H](COC)F 2-((5-bromopyrimidin-2-yl)amino)-4-(((S)-2-fluoro-3-methoxypropyl)(4-(5,6,7,8-tetrahydro-1,8-naphthyridin-2-yl)butyl)amino)butanoic acid